((2s,5r)-4-propenoyl-2,5-dimethylpiperazin-1-yl)-6,7-dichloro-1-(2-isopropyl-4-(methylsulfanyl)pyridin-3-yl)pyrido[2,3-d]pyrimidin-2(1H)-one C(C=C)(=O)N1C[C@@H](N(C[C@H]1C)C=1C2=C(N(C(N1)=O)C=1C(=NC=CC1SC)C(C)C)N=C(C(=C2)Cl)Cl)C